C(C1=CC=CC=C1)O[C@H]1C[C@@H](O[C@]1(C)COCC1=CC=CC=C1)N1C2=NC(=NC(=C2N=C1)N)F 9-((2R,4S,5R)-4-(benzyloxy)-5-((benzyloxy)methyl)-5-methyltetrahydrofuran-2-yl)-2-fluoro-9H-purin-6-amine